4-((2,5-difluorophenyl)difluoromethyl)piperidine hydrochloride Cl.FC1=C(C=C(C=C1)F)C(C1CCNCC1)(F)F